COC=1C(=CC2=C(N=C(S2)NC(=O)CC=2C=C(C(=O)O)C=CC2)C1)OC 3-{[N-(5,6-dimethoxybenzothiazol-2-yl)carbamoyl]methyl}benzoic acid